2'-(1,2-ethanediyl-dioxy)diethyl thiol C(COCCS)OCCS